FC1=C(C(=CC(=C1)F)OCCOC)C1=C2C(=C(N=C1C1=NN3C([C@@H](N(CC3)C(=O)OC(C)(C)C)C)=C1)O)SC=C2 tert-butyl (4S)-2-[4-[2,4-difluoro-6-(2-methoxyethoxy)phenyl]-7-hydroxy-thieno[2,3-c]pyridin-5-yl]-4-methyl-6,7-dihydro-4H-pyrazolo[1,5-a]pyrazine-5-carboxylate